(1-(6-chloro-2-(1,1-difluoroethyl)pyrimidin-4-yl)-3-ethyl-1H-pyrrolo[3,2-c]pyridin-6-yl)acetamide ClC1=CC(=NC(=N1)C(C)(F)F)N1C=C(C=2C=NC(=CC21)CC(=O)N)CC